4-(((1-(2-cyclopropyl-5-(trifluoromethyl)benzyl)piperidin-4-yl)methyl)amino)benzoic acid, trifluoroacetate salt FC(C(=O)O)(F)F.C1(CC1)C1=C(CN2CCC(CC2)CNC2=CC=C(C(=O)O)C=C2)C=C(C=C1)C(F)(F)F